2-isobutyl acrylate C(C=C)(=O)OC(C)(C)C